4-(1-methyl-6-oxo-2-(trifluoromethyl)-1,6-dihydrochromeno[7,8-d]imidazol-8-yl)benzaldehyde CN1C(=NC2=C1C=1OC(=CC(C1C=C2)=O)C2=CC=C(C=O)C=C2)C(F)(F)F